(5-(4-chlorophenyl)-1-(2,4-dichlorophenyl)-4-methyl-1H-pyrazol-3-yl)methanone ClC1=CC=C(C=C1)C1=C(C(=NN1C1=C(C=C(C=C1)Cl)Cl)C=O)C